FC=1C(=NC(=CC1N1CCN(CC1)C)NC1=NNC(=C1)C)C[C@@]1(C[C@H](N(CC1)S(=O)(=O)C1=C(C=CC=C1)C(F)(F)F)C)C(=O)O (2R,4R)-4-((3-fluoro-6-((5-methyl-1H-pyrazol-3-yl)amino)-4-(4-methylpiperazin-1-yl)pyridin-2-yl)methyl)-2-methyl-1-((2-(tri-fluoromethyl)phenyl)sulfonyl)-piperidine-4-carboxylic acid